ClC1=CC(=C(C=C1)O)C1=C(N=C(N=N1)N1CC[C@H]2[C@@H]1CN(CC2)C)C 4-chloro-2-(5-methyl-3-((3aS,7aR)-6-methyloctahydro-1H-pyrrolo[2,3-c]pyridin-1-yl)-1,2,4-triazin-6-yl)phenol